C1(CC1)CN[C@H]1CN(CCC1)C1=CC(N(C=C1)C(C)N1N=NC(=C1)C1=NC(=CN=C1)N1C[C@H](CC1)F)=O 4-((R)-3-((cyclopropylmethyl)amino)piperidin-1-yl)-1-(1-(4-(6-((S)-3-fluoropyrrolidin-1-yl)pyrazin-2-yl)-1H-1,2,3-triazol-1-yl)ethyl)pyridin-2(1H)-one